C(C)OC(=C)C=1C=C(C(=NC1)C1=NC=2C(=NC=C(C2)C(C(F)(F)F)(F)F)N1C)SCC 5-(1-ethoxyethenyl)-3-(ethylsulfanyl)-2-[3-methyl-6-(1,1,2,2,2-pentafluoroethyl)imidazo[4,5-b]pyridin-2-yl]pyridine